3-(4-Chloro-2-fluorophenyl)-5-(2,4-difluorophenyl)-1,2-oxazol ClC1=CC(=C(C=C1)C1=NOC(=C1)C1=C(C=C(C=C1)F)F)F